tert-butyl 4-[6-[5-(1-methyl cyclopropoxy)-2-(2-trimethylsilylethoxymethyl)indazol-3-yl]pyrimidin-4-yl]piperazine-1-carboxylate CC1(CC1)OC1=CC2=C(N(N=C2C=C1)COCC[Si](C)(C)C)C1=CC(=NC=N1)N1CCN(CC1)C(=O)OC(C)(C)C